N,N'-di(2,6-diisopropylphenyl) ethylenediamine benzyl (1R,3R,5R)-2-azabicyclo[3.1.0]-hexane-3-carboxylate [C@@H]12N[C@H](C[C@H]2C1)C(=O)OCC1=CC=CC=C1.C(C)(C)C1=C(C(=CC=C1)C(C)C)NCCNC1=C(C=CC=C1C(C)C)C(C)C